OCCN1C(C(=CC(=C1)C(F)(F)F)NC=1N(C=2C(=NC=C(C2C#N)OC=2C=NN3C2C=CC=C3)N1)C)=O 2-((1-(2-hydroxyethyl)-2-oxo-5-(trifluoromethyl)-1,2-dihydropyridin-3-yl)amino)-1-methyl-6-(pyrazolo[1,5-a]pyridin-3-yloxy)-1H-imidazo[4,5-b]pyridine-7-carbonitrile